C(#N)C=1C(=NN(C1)C)C1(CC1)C(=O)N[C@H](C(=O)O)CCN(CCCCC1=NC=2NCCCC2C=C1)C[C@@H](CF)OC (S)-2-(1-(4-cyano-1-methyl-1H-pyrazol-3-yl)cyclopropane-1-carboxamido)-4-(((S)-3-fluoro-2-methoxypropyl)(4-(5,6,7,8-tetrahydro-1,8-naphthyridin-2-yl)butyl)amino)butanoic acid